5-(4-((2-ethyl-8-methyl-3-oxo-3,4-dihydroquinolin-6-yl)methyl)piperazin-1-yl)pyridinecarbonitrile C(C)C1=NC2=C(C=C(C=C2CC1=O)CN1CCN(CC1)C=1C=CC(=NC1)C#N)C